(1E)-acetaldoxime C(/C)=N\O